(R)-1-((4-((1H-Indazol-5-yl)ethynyl)-[2,4'-bipyrimidin]-2'-yl)amino)propan-2-ol N1N=CC2=CC(=CC=C12)C#CC1=NC(=NC=C1)C1=NC(=NC=C1)NC[C@@H](C)O